S(=O)(=O)(N=C=O)N=C=O sulfonyl isocyanate